N-(4-(4-(3-oxa-8-azabicyclo[3.2.1]octan-8-yl)-7H-pyrrolo[2,3-d]pyrimidin-6-yl)phenyl)-4-(((R)-3-amino-3-methylpiperidin-1-yl)methyl)picolinamide C12COCC(CC1)N2C=2C1=C(N=CN2)NC(=C1)C1=CC=C(C=C1)NC(C1=NC=CC(=C1)CN1C[C@](CCC1)(C)N)=O